(4S,5R)-4-Hydroxy-5-isopropylyl-2-methylcyclohex-2-enone O[C@H]1C=C(C(CC1=C(C)C)=O)C